C(C1=CC=CC=C1)OC1=NC(=CC=C1C1=NN(C2=C(C(=CC=C12)C1CCN(CC1)C[C@H]1[C@H](CN(CC1)C(=O)OC(C)(C)C)F)F)C)O tert-butyl (3R,4S)-4-((4-(3-(2-(benzyloxy)-6-hydroxypyridin-3-yl)-7-fluoro-1-methyl-1H-indazol-6-yl)piperidin-1-yl)methyl)-3-fluoropiperidine-1-carboxylate